ClC=1C(=NC=C2C1N(C(=N2)NC=2C(N(C=C(C2)C2CC2)C)=O)C)OC2=CC(=NC=C2)NC(C)=O N-(4-((7-chloro-2-((5-cyclopropyl-1-methyl-2-oxo-1,2-dihydropyridin-3-yl)amino)-1-methyl-1H-imidazo[4,5-d]pyridin-6-yl)oxy)pyridin-2-yl)acetamide